2-[3-(Difluoromethoxy)-5-methoxyphenyl]propionic acid FC(OC=1C=C(C=C(C1)OC)C(C(=O)O)C)F